1-[6-chloro-3-(2,2,2-trifluoroacetyl)-2-pyridyl]-5-methyl-pyrazole-3-carbonitrile ClC1=CC=C(C(=N1)N1N=C(C=C1C)C#N)C(C(F)(F)F)=O